NC1=NC=CC(=C1F)C1=CC(=C(OC[C@@](CC(C)C)(C)NC(OC(C)(C)C)=O)C=C1)C#N (S)-tert-butyl (1-(4-(2-amino-3-fluoropyridin-4-yl)-2-cyanophenoxy)-2,4-dimethylpentan-2-yl)carbamate